ClC=1C(=C2C(=NC1N1[C@@H](COCC1)C)N(N=C2)C2=CC=NN2COCC[Si](C)(C)C)C2=C(C=CC=C2)C(F)(F)F 2-[[5-[5-chloro-6-[(3R)-3-methylmorpholin-4-yl]-4-[2-(trifluoromethyl)phenyl]pyrazolo[3,4-b]pyridin-1-yl]pyrazol-1-yl]methoxy]ethyl-trimethylsilane